C(C)(=O)N1C(CC(C1)C1=CC(=C(C=C1)OC(F)F)OC1CCCC1)C(=O)O 1-acetyl-4-(3-(cyclopentyloxy)-4-(difluoromethoxy)phenyl)pyrrolidine-2-carboxylic acid